CN(CC(=O)O)N=O The molecule is a nitrosamine that is sarcosine in which the hydrogen attached to the nitrogen has been replaced by a nitroso group. It has a role as a carcinogenic agent. It is a non-proteinogenic amino acid derivative and a nitrosamine. It derives from a sarcosine.